C(C(S)CC(=O)OCCCC)(=O)OCCCC.C(C(S)CC(=O)OCCCC)(=O)OCCCC tetra-1-butyl dithiomalate